O1CC(CC1)N[C@@H](C(C)C)C(=O)O tetrahydrofuran-3-ylvaline